2,2-dimethyl-4-phenyl-1-oxa-2-silacyclopentan-5-one C[Si]1(OC(C(C1)C1=CC=CC=C1)=O)C